5-{1-[(2,2-Dimethylcyclopropyl)methyl]-1H-pyrazol-4-yl}-6-chinolin-7-ylpyridin-2-carbonitril CC1(C(C1)CN1N=CC(=C1)C=1C=CC(=NC1C1=CC=C2C=CC=NC2=C1)C#N)C